3-allyl-2-hydroxy-6-methoxynaphthalene-1,4-dione C(C=C)C1=C(C(C2=CC=C(C=C2C1=O)OC)=O)O